COC1=CC=C(C=N1)C1=CC=2C3=C(C(N(C2C=C1)CCN1C=C(C=C1)OC)=O)N=NN3C3=CC(=C(C=C3)N3CCNCC3)C(F)(F)F (R)-8-(6-methoxypyridin-3-yl)-5-(2-(3-methoxypyrrol-1-yl)ethyl)-1-(4-(piperazine-1-yl)-3-(trifluoromethyl)phenyl)-1,5-dihydro-4H-[1,2,3]triazolo[4,5-c]quinolin-4-one